C(C)C1CN(CCC1C#N)C=1C(=NC(=CC1)OC)C(F)(F)F 3-ethyl-1-(6-methoxy-2-(trifluoromethyl)pyridin-3-yl)piperidine-4-carbonitrile